1-(2-(4-(Pyrimidin-2-yl)piperazine-1-carbonyl)benzyl)quinazoline-2,4(1H,3H)-dione N1=C(N=CC=C1)N1CCN(CC1)C(=O)C1=C(CN2C(NC(C3=CC=CC=C23)=O)=O)C=CC=C1